5-[1-(5-Chloro-2-pyridyl)-2-hydroxy-ethoxy]-7-[5-methyl-1-(4-piperidyl)triazol-4-yl]imidazo[1,2-a]pyridine-3-carbonitrile ClC=1C=CC(=NC1)C(CO)OC1=CC(=CC=2N1C(=CN2)C#N)C=2N=NN(C2C)C2CCNCC2